C1(=CC=CC=C1)C1=CC=C(C=N1)C=C1C(NC(S1)=O)=O 5-((6-Phenylpyridin-3-yl)methylene)thiazolidine-2,4-dione